3-(3-{6-[2-(2-Cyano-7-fluoro-4-methoxy-indol-1-yl)-ethylamino]-pyrimidin-4-yl}-5-ethoxy-phenoxy)-propionic acid C(#N)C=1N(C2=C(C=CC(=C2C1)OC)F)CCNC1=CC(=NC=N1)C=1C=C(OCCC(=O)O)C=C(C1)OCC